C(C)[C@H]1[C@H](CN(C1)C(NCC(F)(F)F)=O)C1=CN=C2N1C1=C(N=C2)N(C=C1)C 8-((3R,4S)-4-Ethyl-1-((2,2,2-trifluoroethyl)carbamoyl)pyrrolidin-3-yl)-N-methyl-3H-imidazo[1,2-a]pyrrolo[2,3-e]pyrazine